C(C)(C)(C)[C@@H]1N(CCN(C1C)C=1C2=C(N=CN1)N(C=C2N2[C@@H](COCC2)C)C2=NC=CC(=C2)C#N)C(=O)OC[C@@H]2[C@H](C[C@@H](O2)N2C(N=C1C(=N)N=CN=C21)=O)O 8-Oxo-2'-deoxyadenosine tert-Butyl-(S)-4-(7-(4-cyanopyridin-2-yl)-5-((R)-3-methylmorpholino)-7H-pyrrolo[2,3-d]pyrimidin-4-yl)-3-methylpiperazine-1-carboxylate